(6S)-6-{[7-bromo-2-(1-methyl-1H-pyrazol-4-yl)[1,2,4]triazolo[1,5-c]quinazolin-5-yl]amino}-1,4-diazepan-5-one BrC1=CC=CC=2C=3N(C(=NC12)N[C@@H]1C(NCCNC1)=O)N=C(N3)C=3C=NN(C3)C